1-{3-[3-(Difluoromethoxy)phenyl]-1,2,4-oxadiazol-5-yl}-4-fluoro-6-azaspiro[2.5]octane-6-sulfonamide FC(OC=1C=C(C=CC1)C1=NOC(=N1)C1CC12C(CN(CC2)S(=O)(=O)N)F)F